2-((4-bromophenoxy)methyl)-2,3-dihydro-1,4-dioxin BrC1=CC=C(OCC2OC=COC2)C=C1